O[C@@H]1C[C@@H](OC2=C1C=CC=C2)C(=O)NC21CC(C2)(C1)N1N=CC(=C1)C1=NC=C(C=C1)OC(F)(F)F (2R,4R)-4-hydroxy-N-(3-{4-[5-(trifluoromethoxy)pyridin-2-yl]-1H-pyrazol-1-yl}bicyclo[1.1.1]pentan-1-yl)-3,4-dihydro-2H-1-benzopyran-2-carboxamide